N-(3-aminopropyl)-N-methyl-ethanolamine NCCCN(CCO)C